CC(C)(S(=O)NC(C(C(=O)OC)(C)C)C=1C=NC(=CC1)OC)C methyl 3-(1,1-dimethylethylsulfinamido)-3-(6-methoxypyridin-3-yl)-2,2-dimethylpropanoate